C(C)(C)(C)OOCOC(C)=O.C(C)C(=CC(=O)N)CC diethyl-acrylamide t-Butylperoxymethyl-acetate